tert-butyl (R)-3-(2-(2-Hydroxy-2-methylpropionyl)-6-(3-methoxy-1H-pyrrolo[2,3-b]pyridin-5-yl)-1,2,3,4-tetrahydroisoquinolin-8-yl)morpholine-4-carboxylate OC(C(=O)N1CC2=C(C=C(C=C2CC1)C=1C=C2C(=NC1)NC=C2OC)[C@H]2N(CCOC2)C(=O)OC(C)(C)C)(C)C